C12CN(CC(N1)C2)C=2OC1=C(N2)C(=CC=C1C=1SC=CN1)C(C(F)(F)F)OCC(F)(F)F 2-(3,6-diazabicyclo[3.1.1]heptan-3-yl)-7-(thiazol-2-yl)-4-(2,2,2-trifluoro-1-(2,2,2-trifluoroethoxy)ethyl)benzo[d]oxazole